N-methoxy-3-methylbutanamide CONC(CC(C)C)=O